N-ethyl-4-methyl-1-piperazinethioamide C(C)NC(=S)N1CCN(CC1)C